3-(3-chloropyridin-4-yl)-2-fluoroaniline ClC=1C=NC=CC1C=1C(=C(N)C=CC1)F